7-bromo-2-(3-morpholinopropyl)-1H-imidazo[4,5-d]thieno[3,2-b]pyridin-4-amine BrC1=CC2=NC(=C3C(=C2S1)NC(=N3)CCCN3CCOCC3)N